4,4'-biphenyldicarboxylate C1(=CC=C(C=C1)C(=O)[O-])C1=CC=C(C=C1)C(=O)[O-]